1,8-diazabicycloundecane N1(CCCCCCNCCC1)C1CCCCCCCCCC1